2-Acetyl-6-amino-5-(3-hydroxy-2,6-dimethylphenyl)-4-oxo-4,5-dihydrothieno[3,2-c]pyridine-7-carboxamide C(C)(=O)C1=CC=2C(N(C(=C(C2S1)C(=O)N)N)C1=C(C(=CC=C1C)O)C)=O